C(#N)[C@](COC1=C(C=CC(=C1)C#N)C(F)(F)F)(C)NC(C1=CC=C(C=C1)S(=O)(=O)C(F)(F)F)=O N-[(1S)-1-cyano-2-(5-cyano-2-trifluoromethyl-phenoxy)-1-methyl-ethyl]-4-trifluoromethyl-sulfonyl-benzamide